4-(propylamino)butanesulfonic acid C(CC)NCCCCS(=O)(=O)O